C(CCCCCCC)NCCCCC(=O)OCC(CCCCCC)CCCCCC 2-hexyloctyl 5-(octylamino)pentanoate